C(C)(=O)C1=C(C=C(C=N1)OC(C(=O)N)(C)C)SCC 2-[(6-acetyl-5-ethylsulfanyl-3-pyridyl)oxy]-2-methyl-propanamide